6-chloro-N-ethyl-5-(4-((3-methyl-2,4-dioxo-1,2,3,4-tetrahydroquinazolin-7-yl)methyl)piperazin-1-yl)picolinamide ClC1=C(C=CC(=N1)C(=O)NCC)N1CCN(CC1)CC1=CC=C2C(N(C(NC2=C1)=O)C)=O